CC1=C(C=C(S1)C(=O)N)N1CCOCC1 5-methyl-4-morpholinothiophene-2-carboxamide